O.[Mn].[Co].[Ni] nickel cobalt manganese hydrate